2-(N-((4-Amino-2-methylpyrimidin-5-yl)methyl)formamido)-5-ethoxypent-2-ene NC1=NC(=NC=C1CN(C=O)C(C)=CCCOCC)C